CC(=CC=C)C(CCC)C 4,5-dimethyloctadiene